FC=1C=2N(C=C(C1)C1=CNC=3N=C(N=CC31)NCC3(CC3)C)N=CN2 5-(8-fluoro-[1,2,4]triazolo[1,5-a]pyridin-6-yl)-N-((1-methylcyclopropyl)methyl)-7H-pyrrolo[2,3-d]pyrimidin-2-amine